C(CCCCCCCCCCC)[Si](OCCC)(CCCCCCCCCCCC)CCCCCCCCCCCC tridodecylpropoxysilane